2-[3,5-dimethoxy-4-isopropyl-phenyl]-5-phenylfuran COC=1C=C(C=C(C1C(C)C)OC)C=1OC(=CC1)C1=CC=CC=C1